4-(2-(4-fluorophenyl)-1H-pyrrolo-[2,3-b]pyridin-5-yl)-N-(3,3,3-trifluoro-2-hydroxypropyl)thiophene-2-carboxamide FC1=CC=C(C=C1)C1=CC=2C(=NC=C(C2)C=2C=C(SC2)C(=O)NCC(C(F)(F)F)O)N1